3-(5-(1,4-Diazepan-1-yl)-1-oxoisoindolin-2-yl)piperidine-2,6-dione tert-Butyl-4-(2-(2,6-dioxopiperidin-3-yl)-1-oxoisoindolin-5-yl)-1,4-diazepane-1-carboxylate C(C)(C)(C)OC(=O)N1CCN(CCC1)C=1C=C2CN(C(C2=CC1)=O)C1C(NC(CC1)=O)=O.N1(CCNCCC1)C=1C=C2CN(C(C2=CC1)=O)C1C(NC(CC1)=O)=O